COC(=O)C1=C(C=C2N=C(C=3N(C2=C1)C=NC3)N(C(=O)OC(C)(C)C)C(=O)OC(C)(C)C)F.C(C(=C)C)(=O)OCCC[Si](O[Si](C)(C)C)(O[Si](C)(C)C)O[Si](C)(C)C 3-Methacryloxypropyltris(trimethylsiloxy)silane methyl-4-(bis(tert-butoxycarbonyl)amino)-7-fluoroimidazo[1,5-a]quinoxaline-8-carboxylate